COC1=C(C=CC(=C1OC)N)C1=C(C(=C(N)C=C1)C)OCC 2,3-dimethoxy-2'-ethoxy-3'-methylbenzidine